5-amino-3,3-dimethyl-isoindolin-1-one NC=1C=C2C(NC(C2=CC1)=O)(C)C